N1(N=NC=C1)CCC(=O)N1CC(=CCC1)C1=CC(=C2C=C(NC2=C1F)C(=O)OC)C1=C(C=NC=C1)OC methyl 6-(1-(3-(1H-1,2,3-triazol-1-yl)propanoyl)-1,2,5,6-tetrahydropyridin-3-yl)-7-fluoro-4-(3-methoxypyridin-4-yl)-1H-indole-2-carboxylate